(1R,2R)-2-[(1R)-1-(4,4-diethyl-2-imino-6-oxo-hexahydropyrimidin-1-yl)-3-methoxy-propyl]-N-[(3R,4S)-3-hydroxy-2,2-dimethyl-chroman-4-yl]cyclopropanecarboxamide C(C)C1(NC(N(C(C1)=O)[C@H](CCOC)[C@H]1[C@@H](C1)C(=O)N[C@@H]1[C@H](C(OC2=CC=CC=C12)(C)C)O)=N)CC